C(CCCCCCCCCCCCCCCCC)NC(CCCCC(=O)NCCCCCCCCCCCCCCCCCC)=O N,N'-distearyladipamide